methyl (S)-6-(2-(3-(tert-butoxy)-2-((tert-butoxycarbonyl)amino)-3-oxopropyl)thiazol-4-yl)nicotinate C(C)(C)(C)OC([C@H](CC=1SC=C(N1)C1=NC=C(C(=O)OC)C=C1)NC(=O)OC(C)(C)C)=O